COC[C@H](C(=O)N[C@@H](CCCC1=CC=CC=C1)B(O)O)NC(=O)C1=NC=CN=C1 ((R)-1-((R)-3-methoxy-2-(pyrazine-2-carboxamido)propanamido)-4-phenyl-butyl)boronic acid